tris(2-chloroisopropyl)phosphate CC(CCl)OP(=O)(OC(C)CCl)OC(C)CCl